FC1CC(CN(C1)C=1C=NC(=CC1)C)NCC1=CC(=NC=C1)C 5-fluoro-1-(6-methylpyridin-3-yl)-N-[(2-methylpyridin-4-yl)methyl]piperidin-3-amine